4-n-butyl-4'-nitroazobenzene C(CCC)C1=CC=C(C=C1)N=NC1=CC=C(C=C1)[N+](=O)[O-]